IC(C(=O)OCC)(CCCCCCCCCCCCCCCC)I Ethyl diiodostearate